cis-5-(1H-pyrazol-4-yl)hexahydropyrrolo[3,4-c]pyrrole N1N=CC(=C1)N1C[C@@H]2[C@H](C1)CNC2